BrC=1C=C(C=CC1)C1(CCC1)NC(OC(C)(C)C)=O tert-Butyl (1-(3-bromophenyl)cyclobutyl)carbamate